5-nitroquinoline [N+](=O)([O-])C1=C2C=CC=NC2=CC=C1